1-((benzyloxy)methyl)-5,5,8a-trimethyloctahydronaphthalen-2(1H)-one C(C1=CC=CC=C1)OCC1C(CCC2C(CCCC12C)(C)C)=O